5-bromo-10-(naphthalen-1-yl)benzo[G]quinoline BrC1=C2C=CC=NC2=C(C2=C1C=CC=C2)C2=CC=CC1=CC=CC=C21